COC1=CC=C(C=C1)C(C(=O)NC1=CC=C(C=C1)[Si](C)(C)C)NC(CN1CCC(CC1)=O)=O 2-(4-methoxyphenyl)-2-(((4-oxopiperidin-1-yl)acetyl)amino)-N-(4-(trimethylsilyl)phenyl)acetamide